molybdenum tin [Sn].[Mo]